azetidin-3-Formaldehyde N1CC(C1)C=O